(3-Cyclopropyltetrahydrofuran-3-yl)-2-methylpropan-2-sulfinamide C1(CC1)C1(COCC1)CC(C)(S(=O)N)C